6-(4-(trifluoromethyl)phenyl)-2-azaspiro[3.4]octane-2-carboxylic acid tert-butyl ester C(C)(C)(C)OC(=O)N1CC2(C1)CC(CC2)C2=CC=C(C=C2)C(F)(F)F